tert-Butyl 3-(3-((2,4-dichlorophenoxy)methyl)phenyl)pyrrolidine-1-carboxylate ClC1=C(OCC=2C=C(C=CC2)C2CN(CC2)C(=O)OC(C)(C)C)C=CC(=C1)Cl